C(=O)O.C12(CC3CC(CC(C1)C3)C2)NC2=NC(=NC(=N2)OCCOCCOCCOCCOCCOCCN=[N+]=[N-])N2CCN(CC2)CCF N-((3s,5s,7s)-adamantan-1-yl)-4-((17-azido-3,6,9,12,15-pentaoxaheptadecyl)oxy)-6-(4-(2-fluoroethyl)piperazin-1-yl)-1,3,5-triazin-2-amine formate